N-METHYL-L-PROLINE CN1[C@@H](CCC1)C(=O)O